COC(CC[C@H]1N(CCOC1)C(=O)OC(C)(C)C)=O tert-butyl (3R)-3-(3-methoxy-3-oxo-propyl)morpholine-4-carboxylate